N(=[N+]=[N-])[SiH3] Azidosilane